CN1N=C(C=C1C=1C(=C(C(=NC1C)C)C(=O)N)O)C 5-(2,5-dimethylpyrazol-3-yl)-4-hydroxy-2,6-dimethyl-pyridine-3-carboxamide